(5-chloro-6-(2,2,2-trifluoroethoxy)pyridin-3-yl)urea ClC=1C=C(C=NC1OCC(F)(F)F)NC(=O)N